[C@@H]12N(C[C@@H](NC1)CC2)C2=NC(=NC1=CC(=CC=C21)C2=CC(=CC1=CC=C(C(=C21)CC)F)O)OC[C@]21CCCN1C[C@@H](C2)F 4-(4-((1S,4S)-2,5-diazabicyclo[2.2.2]octan-2-yl)-2-(((2R,7aS)-2-fluorotetrahydro-1H-pyrrolizin-7a(5H)-yl)methoxy)quinazolin-7-yl)-5-ethyl-6-fluoronaphthalen-2-ol